C(CC)C1CCC(CC1)C1CCC(CC1)C=O 4-(4-propylcyclohexyl)cyclohexane-carbaldehyde